The molecule is a racemate composed of equimolar amounts of dextrobupivacaine hydrochloride and levobupivacaine hydrochloride. The monohydrate form is commonly used as a local anaesthetic. It has a role as an adrenergic antagonist, an amphiphile, an EC 3.1.1.8 (cholinesterase) inhibitor, an EC 3.6.3.8 (Ca(2+)-transporting ATPase) inhibitor and a local anaesthetic. It contains a levobupivacaine hydrochloride (anhydrous), a dextrobupivacaine hydrochloride (anhydrous) and a bupivacaine(1+). CCCCN1CCCCC1C(=O)NC2=C(C=CC=C2C)C.Cl